N1N=NN=C1OC(=O)C1=COC2=C1C=CC=C2 (1H-tetrazol-5-yl)benzofuran-3-carboxylate